C1(=CC=CC=C1)C=1C=C(C=C(C1)C1=CC=CC=C1)C1=CC=CC=C1 5'-phenyl-[1,1':3',1''-terphenyl]